IC1=NNC=2CCCCC12 3-iodo-4,5,6,7-tetrahydro-1H-indazole